C(C1=CC=CC=C1)NS(=O)(=O)C1=CC(=CC=C1)C=1N=C2C(=NC=NC2=CC1)N1CCCCC1 (benzyl)[m-(4-piperidino-1,3,5-triaza-6-naphthyl)phenylsulfonyl]amine